CC1=C(C(=C(OCC=2C(=C(C=CC2)O)COC2=C(C(=C(C=C2)C)C)C)C=C1)C)C di(trimethylphenoxymethyl)phenol